1-cyclopentyl-4-((3-phenyl-1,2,4-triazin-6-yl)methyl)piperazine-2,3-dione C1(CCCC1)N1C(C(N(CC1)CC1=CN=C(N=N1)C1=CC=CC=C1)=O)=O